(1R,2R,3aS,10aR)-5-chloro-2-methoxy-1-[(1E,4S)-7,8,8-trifluoro-4-hydroxy-4-methyl-1,7-octadien-1-yl]-2,3,3a,9,10,10a-hexahydro-1H-benzo[b]cyclopenta[f]oxepin-6-carboxylic acid ClC1=C(C=CC2=C1O[C@@H]1[C@H](CC2)[C@H]([C@@H](C1)OC)\C=C\C[C@@](CCC(=C(F)F)F)(C)O)C(=O)O